[N+](=O)([O-])C1=CC=C(C=C1)S(=O)(=O)NC1=CC=C(C=C1)NC1=CC(OC2=C1C=C(C=C2)[N+](=O)[O-])=O 4-nitro-N-(4-((6-nitro-2-oxo-2H-benzopyran-4-yl)amino)phenyl)benzenesulfonamide